(1S,3R,5R)-N-(3-(5-fluoropyrimidin-2-yl)-4-methylphenyl)-3-methyl-1-(5-methyl-1,3,4-oxadiazol-2-yl)-6-azabicyclo[3.1.1]heptane-6-carboxamide FC=1C=NC(=NC1)C=1C=C(C=CC1C)NC(=O)N1[C@@H]2C[C@H](C[C@]1(C2)C=2OC(=NN2)C)C